(E)-8-decene-5-lactone C1(CCCC(CC\C=C\C)O1)=O